ClC1=C(C=C(C=C1)Cl)S(=O)(=O)Cl 2,5-dichlorobenzene-1-sulfonyl chloride